4-(((2-(2-Chlorophenyl)oxazol-5-yl)methyl)amino)-2-(2,6-Dioxopiperidine-3-yl)isoindoline-1,3-dione ClC1=C(C=CC=C1)C=1OC(=CN1)CNC1=C2C(N(C(C2=CC=C1)=O)C1C(NC(CC1)=O)=O)=O